5-bromo-4-[(3S)-3-tert-butylpiperazin-1-yl]-2-(4-pyridyl)-1H-pyrimidin-6-one BrC1=C(N=C(NC1=O)C1=CC=NC=C1)N1C[C@@H](NCC1)C(C)(C)C